(S)-1-(2-bromo-1H-indol-3-yl)-N,N-dimethylpropan-2-amine BrC=1NC2=CC=CC=C2C1C[C@H](C)N(C)C